rac-5-[4-Amino-2-(N-(2-amino-1-methyl-2-oxoethyl)-4-fluoroanilino)thiazol-5-carbonyl]-N-(1-methylcyclopentyl)isoxazol-3-carboxamid NC=1N=C(SC1C(=O)C1=CC(=NO1)C(=O)NC1(CCCC1)C)N(C1=CC=C(C=C1)F)[C@@H](C(=O)N)C |r|